C(C=C)(=O)OCCCCCCCCCCC[Si](OC)(OC)OC acryloyloxyundecyl-trimethoxysilane